C(C)OC(=O)C1=C(N=C(S1)NC1=NC(=C(C(=N1)N1CCC(CC1)O)C)N1CCC(CC1)O)C 2-[4,6-Bis-(4-hydroxy-piperidin-1-yl)-5-methylpyrimidin-2-ylamino]-4-methyl-thiazole-5-carboxylic acid ethyl ester